Cl.Cl.N[C@H](C(F)C1=C(C2=NC(=CC(=C2S1)NCC=1SC=CC1)Cl)Br)C 2-[(2S)-2-amino-1-fluoropropyl]-3-bromo-5-chloro-N-[(thiophen-2-yl)methyl]thieno[3,2-b]pyridin-7-amine dihydrochloride